N-[(1R)-5-(5-vinyl(1,2,4-oxadiazol-3-yl))indanyl](1-methylpyrazol-4-yl)carboxamide C(=C)C1=NC(=NO1)C=1C=C2CC[C@H](C2=CC1)NC(=O)C=1C=NN(C1)C